3-benzyl-1-(trans-4-((5-cyano-4-((2S,3S)-3-(2-hydroxypropan-2-yl)-2-methylpyrrolidin-1-yl)pyrimidin-2-yl)amino)-cyclohexyl)-1-(5-(1-methyl-1H-pyrazol-4-yl)pyridin-2-yl)urea C(C1=CC=CC=C1)NC(N(C1=NC=C(C=C1)C=1C=NN(C1)C)[C@@H]1CC[C@H](CC1)NC1=NC=C(C(=N1)N1[C@H]([C@H](CC1)C(C)(C)O)C)C#N)=O